ClC1=CC=C2C(=CNC2=C1N1N=CC=N1)S(=O)(=O)NC1=NC(=C(C(=N1)OC)OC(CF)(C)C)OC 6-chloro-N-[5-(2-fluoro-1,1-dimethyl-ethoxy)-4,6-dimethoxy-pyrimidin-2-yl]-7-(triazol-2-yl)-1H-indole-3-sulfonamide